Cl.NCCC1=CC=C(NC(CNC(=O)N2C=CC3=C2N=CN=C3N(C)[C@H]3CN(CC[C@H]3C)C(CC#N)=O)=O)C=C1 N-[2-[4-(2-aminoethyl)anilino]-2-oxo-ethyl]-4-[[(3R,4R)-1-(2-cyanoacetyl)-4-methyl-3-piperidyl]-methyl-amino]pyrrolo[2,3-d]pyrimidine-7-carboxamide hydrochloride